7-chloro-3-nitro-2H-chromene ClC1=CC=C2C=C(COC2=C1)[N+](=O)[O-]